C(C)(=O)N1CC2=C(CC1)N=C(N2)N2CC=1C=CC=C(C1C2)C(=O)NO 2-(5-acetyl-4,5,6,7-tetrahydro-3H-imidazo[4,5-c]pyridin-2-yl)-N-hydroxyisoindoline-4-carboxamide